ClC=1N=C2N(N=CC(=C2[C@H](C)OC)NC2=CC=C(C=C2)[C@@H](C(F)(F)F)N([S@](=O)C(C)(C)C)C)C1 (R)-N-[(1S)-1-[4-[[2-chloro-8-[(1S)-1-methoxyethyl]imidazo[1,2-b]pyridazin-7-yl]amino]phenyl]-2,2,2-trifluoro-ethyl]-N,2-dimethyl-propane-2-sulfinamide